BrC1=C(C(=CC=C1)O)C 3-bromocresol